[C@@H]12CC(C[C@H]2C1)O (1S,5r)-bicyclo[3.1.0]hexane-3-ol